t-pentylperoxy-2-ethylhexyl monocarbonate C(OC(C(CCCC)CC)OOC(C)(C)CC)([O-])=O